C1(CC1)C=1C=C(C=CC1)C(C(=O)N1CC2=C(CCC1)N=C(NC2=O)C2(CC2)C2=CC=CC=C2)O 6-(2-(3-cyclopropylphenyl)-2-hydroxyacetyl)-2-(1-phenylcyclopropyl)-3,5,6,7,8,9-hexahydro-4H-pyrimido[5,4-c]azepin-4-one